FC(F)C=1N=C2N(N=CC(=C2C)C)C(C1)=O (difluoromethyl)-8,9-dimethyl-4H-pyrimido[1,2-b]pyridazin-4-one